N1CCC2=NC=CC=C21 2,3-DIHYDRO-1H-PYRROLO[3,2-B]PYRIDINE